N1-(2-aminoethyl)-N3-(4-((4-(3,5-dichlorophenyl)piperazin-1-yl)sulfonyl)phenyl)-N1-(2-hydroxyethyl)-4-(N-methylmethylsulfonamido)isophthalamide 2,2,2-trifluoroacetate FC(C(=O)O)(F)F.NCCN(C(C1=CC(C(=O)NC2=CC=C(C=C2)S(=O)(=O)N2CCN(CC2)C2=CC(=CC(=C2)Cl)Cl)=C(C=C1)N(S(=O)(=O)C)C)=O)CCO